CO[Si]1(OC(COCCC1)CN1CCN(CC1)C)OC 2,2-dimethoxy-8-(4-methylpiperazinyl)methyl-1,6-dioxa-2-silacyclooctane